2-(3-chloro-4-fluorophenyl)-N-(1-(4-(2,6-dioxopiperidin-3-yl)-3,5-difluorophenyl)azetidin-3-yl)acetamide ClC=1C=C(C=CC1F)CC(=O)NC1CN(C1)C1=CC(=C(C(=C1)F)C1C(NC(CC1)=O)=O)F